O1[C@@H](CC1)CN (S)-oxetan-2-ylmethanamin